CC1=NC=CC=C1C=1NC(C=C(C1)C1=CC(=NC=C1)NC(C)=O)=O N-[4-[2-(2-methyl-3-pyridyl)-6-oxo-1H-pyridin-4-yl]-2-pyridyl]acetamide